N,N-dimethyl-allyl-benzyl-ammonium bromide [Br-].C[N+](C)(CC1=CC=CC=C1)CC=C